COC=1C=CC=C2CCCC(C12)=O 8-methoxy-3,4-dihydronaphthalen-1(2H)-one